4-((3-(3-phenylcyclobutyl)ureido)methyl)benzamide C1(=CC=CC=C1)C1CC(C1)NC(NCC1=CC=C(C(=O)N)C=C1)=O